2-(2,6-dimethylphenyl)-N,N-diisopropylacetamidine CC1=C(C(=CC=C1)C)CC(=N)N(C(C)C)C(C)C